C(C)(C)C1=C(NC2=CC=C(C=C12)C1CCN(CC1)CC(=O)NC)C1=CC=2N(C(=C1)C)N=NC2 2-(4-(3-isopropyl-2-(7-methyl-[1,2,3]triazolo[1,5-a]pyridin-5-yl)-1H-indol-5-yl)piperidin-1-yl)-N-methylacetamide